tert-butyl (tert-butoxycarbonyl)(2-oxo-1,2-dihydropyrimidin-4-yl)carbamate C(C)(C)(C)OC(=O)N(C(OC(C)(C)C)=O)C1=NC(NC=C1)=O